C1(OCC(CC)O1)=O 1,2-Butylene carbonate